C(C)(C)(C)O[Fe] tertiary butoxyiron